CN1N=NC(=C1C=1C=C2C(=NC1)C1=C(N2C(C2CCOCC2)C2=CC=CC=C2)SC(=C1)C(=C)OCC)C 6-(1,4-dimethyl-1H-1,2,3-triazol-5-yl)-2-(1-ethoxyvinyl)-8-(phenyl-(tetrahydro-2H-pyran-4-yl)methyl)-8H-thieno[3',2':4,5]pyrrolo[3,2-b]pyridine